CC=1N=C(NC1C)C1=NC=CC(=C1)C=1C=NC=C(C1)C(=O)N1CC(C1)O (2'-(4,5-Dimethyl-1H-imidazol-2-yl)-3,4'-bipyridin-5-yl)(3-hydroxyazetidin-1-yl)methanon